FC(OC1=NN(C=C1)C1COC1)F 3-(difluoromethoxy)-1-(oxetan-3-yl)-1H-pyrazole